O[C@@H]1C[C@H](N(C1)C(C(C(C)C)N1C(C2=CC(=CC=C2C1)OC)=O)=O)C(=O)NCC1=CC=C(C=C1)C1=C(N=CS1)C (2S,4R)-4-hydroxy-1-(2-(6-methoxy-1-oxoisoindolin-2-yl)-3-methylbutanoyl)-N-(4-(4-methylthiazol-5-yl)benzyl)pyrrolidine-2-carboxamide